(±)-Allyl 2-(4-(3-aminooxetan-3-yl)phenyl)butanoate NC1(COC1)C1=CC=C(C=C1)[C@H](C(=O)OCC=C)CC |r|